Aluminum carbon dititanium [Ti].[Ti].[C].[Al]